C(CCCCCCC)C(C(=O)OCCCCC(OC(NCCN(C(OC(C)(C)C)=O)CCN(C)C)=O)CCCCOC(C(CCCCCCCC)CCCCCCCC)=O)CCCCCCCC 5-[2-(dimethylamino) ethyl]-2,2-dimethyl-11-{4-[(2-octyl-1-oxodecyl) oxy] butyl}-4,9-dioxo-5,8-diaza-3,10-dioxapentadecan-15-yl 2-octyldecanoate